(1-(N-methyl-4,5,6,7-tetrahydro-1H-pyrazolo[4,3-c]pyridine-3-carboxamido)cyclopropyl)methyl benzoate dihydrochloride Cl.Cl.C(C1=CC=CC=C1)(=O)OCC1(CC1)N(C(=O)C1=NNC2=C1CNCC2)C